CC(CC(=O)O)(CCC(=O)O)C 3,3-Dimethyladipic acid